CCCCCC(CCCCCCC(CCCCC)O)O octadecane-6,13-diol